(methylamino)ethylcarbamic acid CNCCNC(O)=O